3-(4-((4-(4-((3S,4R)-7-hydroxy-3-phenylchroman-4-yl)phenyl)piperazin-1-yl)methyl)phenyl)piperidine-2,6-dione OC1=CC=C2[C@H]([C@H](COC2=C1)C1=CC=CC=C1)C1=CC=C(C=C1)N1CCN(CC1)CC1=CC=C(C=C1)C1C(NC(CC1)=O)=O